FC(NN)(F)F 2-(trifluoromethyl)hydrazine